2-((1R,2R)-1-(2-cyanophenyl)-1-(1-(2-methoxyethyl)-3-methyl-1H-pyrazol-4-yl)propan-2-yl)-5-hydroxy-N-(isoxazol-4-yl)-1-methyl-6-oxo-1,6-dihydropyrimidine-4-carboxamide C(#N)C1=C(C=CC=C1)[C@@H]([C@@H](C)C=1N(C(C(=C(N1)C(=O)NC=1C=NOC1)O)=O)C)C=1C(=NN(C1)CCOC)C